C(C)(C)N1CC2(CCN2C=O)C1 (6-isopropyl-1,6-diazaspiro[3.3]hept-1-yl)methanone